C(C=C)(=O)OCCCCC[Si](Br)(Br)Br acryloxypentyltribromosilane